NCC1CC(C1)N[C@@H]1C[C@H](CC1)NC1=NC=C(C(=N1)C1=CNC2=CC(=CC=C12)C(=O)O)C(F)(F)F 3-(2-{[(1S,3S)-3-{[3-(aminomethyl)cyclobutyl]amino}cyclopentyl]amino}-5-(trifluoromethyl)pyrimidin-4-yl)-1H-indole-6-carboxylic acid